Cl.[N-](S(=O)(=O)C(F)(F)F)S(=O)(=O)C(F)(F)F.C(CCC)N1C(N(C=C1)C)C 1-butyl-2,3-dimethylimidazole bistrifluoromethanesulfonimide hydrochloride